C(C)(C)(C)OC(=O)N(C1=C(C=C(C=N1)B(O)O)C(=O)OC)C [6-[tert-butoxycarbonyl(methyl)amino]-5-methoxycarbonyl-3-pyridyl]boronic acid